C(C1=CC=C(C(=O)O)C=C1)(=O)O.C1(=CC=CC=C1)O.C1(=CC=CC=C1)O Bisphenol C-terephthalate